(S)-1-(2-(3-acetyl-5-(imidazo[1,2-a]pyrimidin-3-yl)-1H-indazol-1-yl)acetyl)-N-(6-methylpyridin-2-yl)azetidine-2-carboxamide C(C)(=O)C1=NN(C2=CC=C(C=C12)C1=CN=C2N1C=CC=N2)CC(=O)N2[C@@H](CC2)C(=O)NC2=NC(=CC=C2)C